(S)-1-(3,4-dihydroisoquinolin-2(1H)-yl)-3-((7-(oxetan-3-ylamino)-1-((2-(trimethylsilyl)ethoxy)methyl)-1H-pyrazolo[4,3-d]pyrimidin-3-yl)amino)propan-2-ol C1N(CCC2=CC=CC=C12)C[C@H](CNC1=NN(C2=C1N=CN=C2NC2COC2)COCC[Si](C)(C)C)O